3'-methyl-3-(oxetan-3-ylsulfonyl)-4-pentyl-[1,1'-biphenyl]-2,6-diol CC=1C=C(C=CC1)C=1C(=C(C(=CC1O)CCCCC)S(=O)(=O)C1COC1)O